ClC1=C(C(=O)O)C=CC(=C1)C1=NC=C(C=C1)S(NC=1C(=CC=C2C=NN(C12)C)CC)(=O)=O 2-CHLORO-4-(5-(N-(6-ETHYL-1-METHYL-1H-INDAZOL-7-YL)SULFAMOYL)PYRIDIN-2-YL)BENZOIC ACID